C(C(=C)C)(=O)OCCC[SiH2]OC gamma-methacryloxypropyl-methoxysilane